trimethylpropylammonium tetracyanoborate C(#N)[B-](C#N)(C#N)C#N.C[N+](CCC)(C)C